C(C)(C)(C)OC(=O)N1C[C@H]([C@H](CC1)OC=C)F (3R,4S)-4-(vinyloxy)-3-fluoropiperidine-1-carboxylic acid tert-butyl ester